4-((6-(3-chloro-2-methyl-pyridin-4-yl)-1-methyl-2-oxo-1,2,3,4-tetrahydroquinolin-7-yl)amino)-2-(2,6-dioxopiperidin-3-yl)isoindoline-1,3-dione ClC=1C(=NC=CC1C=1C=C2CCC(N(C2=CC1NC1=C2C(N(C(C2=CC=C1)=O)C1C(NC(CC1)=O)=O)=O)C)=O)C